Benzyl 2-(4-(benzyloxy)-4-oxobutyl)-4-(2,5-dioxopyrrolidin-1-yl)benzoate C(C1=CC=CC=C1)OC(CCCC1=C(C(=O)OCC2=CC=CC=C2)C=CC(=C1)N1C(CCC1=O)=O)=O